thiophene-2-yl(4-(((5-hydroxy-1,2,3,4-tetrahydronaphthalene-2-yl)(propyl)amino)methyl)piperidin-1-yl)methanone S1C(=CC=C1)C(=O)N1CCC(CC1)CN(CCC)C1CC2=CC=CC(=C2CC1)O